C(CC=C)N1N=CC=C1B(O)O (1-(3-buten-1-yl)-1H-pyrazol-5-yl)boronic acid